ClC=1N=NC=CC1OC 3-chloro-4-methoxy-pyridazine